CCC=CC=CCC=CC(=O)O nonane-3,5,8-triene-9-carboxylic acid